FC(C1=CC(=NC(=C1)C(F)(F)F)N1[C@@H](CCC1)C(=O)N(C1=CC=C(C=C1)F)C1CC1)(F)F (S)-1-(4,6-bis(trifluoromethyl)-pyridin-2-yl)-N-cyclopropyl-N-(4-fluorophenyl)pyrrolidine-2-carboxamide